2-methyl-3-(pyrimidin-4-yl)cyclopropane-1-carboxylate CC1C(C1C1=NC=NC=C1)C(=O)[O-]